2-[(2,6-difluoro-4-pyridyl)amino]-N-(2,2-dimethylcyclobutyl)-5-methoxy-pyrimidine-4-carboxamide FC1=NC(=CC(=C1)NC1=NC=C(C(=N1)C(=O)NC1C(CC1)(C)C)OC)F